B(OC1=CC(=C(C=C1)N)OC)[O-] 4-amino-3-methoxyphenyl boronate